7-bromo-2-methyl-N-((R)-1-(3-nitro-5-(trifluoromethyl)phenyl)ethyl)-6-(((S)-Tetrahydrofuran-3-yl)oxy)quinazolin-4-amine BrC1=C(C=C2C(=NC(=NC2=C1)C)N[C@H](C)C1=CC(=CC(=C1)C(F)(F)F)[N+](=O)[O-])O[C@@H]1COCC1